4-(4-(3-(1,3-dimethyl-1H-indazol-6-yl)-1,2,4-oxadiazol-5-yl)piperazine-1-carbonyl)-1-phenylpyrrolidin-2-one CN1N=C(C2=CC=C(C=C12)C1=NOC(=N1)N1CCN(CC1)C(=O)C1CC(N(C1)C1=CC=CC=C1)=O)C